(3,4-bis(octyloxy)thiophen-2-yl)trimethylstannane C(CCCCCCC)OC1=C(SC=C1OCCCCCCCC)[Sn](C)(C)C